2-(1-methyl-4-oxo-6-(trifluoromethyl)-1,4-dihydropyridin-2-yl)-2,8-diazaspiro[4.5]decan-1-one hydrochloride Cl.CN1C(=CC(C=C1C(F)(F)F)=O)N1C(C2(CC1)CCNCC2)=O